Dimethylaminopropylamin CN(C)CCCN